tert-butyl (12aR)-10-chloro-9-(2-fluoro-6-hydroxyphenyl)-7-methoxy-3,4,12,12a-tetrahydro-6H-pyrazino[2,1-c][1,4]benzooxazepine-2(1H)-carboxylate ClC1=C(C=C(C=2CN3[C@@H](COC21)CN(CC3)C(=O)OC(C)(C)C)OC)C3=C(C=CC=C3O)F